3-[3-(2,6-dimethyl-4-pyridyl)-5-(piperazin-1-ylmethyl)pyrazolo[1,5-a]pyrimidin-2-yl]benzonitrile CC1=NC(=CC(=C1)C=1C(=NN2C1N=C(C=C2)CN2CCNCC2)C=2C=C(C#N)C=CC2)C